tert-Butyl (4-(8-amino-3-(pyridin-4-yl)imidazo[1,5-a]pyrazin-1-yl)-2-methoxyphenyl)carbamate NC=1C=2N(C=CN1)C(=NC2C2=CC(=C(C=C2)NC(OC(C)(C)C)=O)OC)C2=CC=NC=C2